C1(=CC=CC2=CC=CC=C12)[C@@H](C)N[C@@H]1CN(CC1)C1=C(C=C(C=C1)CC(=O)O)C {4-[(3S)-3-{[(1R)-1-(naphthalen-1-yl)ethyl]amino}tetrahydro-1H-pyrrol-1-yl]-3-methylphenyl}acetic acid